3-N-(1H-indol-6-ylmethyl)-6-N-{2-oxaspiro[3.3]heptan-6-yl}pyrido[2,3-b]pyrazine-3,6-diamine N1C=CC2=CC=C(C=C12)CNC1=CN=C2C(=N1)N=C(C=C2)NC2CC1(COC1)C2